CC=1C(=CC2=C(N=C(S2)N)C1)C 5,6-dimethyl-benzothiazoleamine